CN1N=CC(=C1)N1C=NC2=CC=C(C=C2C1=O)CN1CCC(CC1)C=1C=C2CN(C(C2=CC1)=O)C1C(NC(CC1)=O)=O 3-(5-(1-((3-(1-methyl-1H-pyrazol-4-yl)-4-oxo-3,4-dihydroquinazolin-6-yl)methyl)piperidin-4-yl)-1-oxoisoindolin-2-yl)piperidine-2,6-dione